pyridine-2-amine N1=C(C=CC=C1)N